(±)-N-(Benzo[d][1,3]dioxol-5-ylmethyl)-1-(1-(naphthalen-1-yl)ethyl)piperidine-4-carboxamide O1COC2=C1C=CC(=C2)CNC(=O)C2CCN(CC2)[C@H](C)C2=CC=CC1=CC=CC=C21 |r|